C\C(=C/CCC(C)=O)\CCC1=C(CCCC1(C)C)C (E)-6-methyl-8-(2,6,6-trimethylcyclohex-1-en-1-yl)oct-5-en-2-one